1-(2-Methyl-benzyl)-4-(1-p-tolyl-1H-[1,2,3]triazol-4-yl)-piperidine CC1=C(CN2CCC(CC2)C=2N=NN(C2)C2=CC=C(C=C2)C)C=CC=C1